NC=1C=C2C=CC(=CC2=CC1)CCN 2-(6-amino-2-naphthyl)ethyl-amine